BrC=1C(=C(C(=O)OC)C=C(C1)C#N)C methyl 3-bromo-5-cyano-2-methylbenzoate